(6R)-ethyl 2-(1-aminopropan-2-yl)-5-(4-chloro-3-cyanobenzoyl)-6-methyl-4,5,6,7-tetrahydro-2H-pyrazolo[4,3-c]pyridine-3-carboxylate hydrochloride Cl.NCC(C)N1N=C2C(CN([C@@H](C2)C)C(C2=CC(=C(C=C2)Cl)C#N)=O)=C1C(=O)OCC